2-(5-((Bis(4-methoxyphenyl)(phenyl)methoxy)methyl)-3-(pyridin-4-yl)-1H-1,2,4-triazol-1-yl)ethyl (2-cyanoethyl) diisopropylphosphoramidite C(C)(C)N(P(OCCN1N=C(N=C1COC(C1=CC=CC=C1)(C1=CC=C(C=C1)OC)C1=CC=C(C=C1)OC)C1=CC=NC=C1)OCCC#N)C(C)C